3-fluoro-N'-hydroxy-5-(trifluoromethyl)benzamidine FC=1C=C(C(=NO)N)C=C(C1)C(F)(F)F